FC=1C(=C(C=C(C1)F)C=1C=C2C(=NN1)NC[C@@H]1N2C[C@@H](C1)OC1=CC=C(CN2CCN(CC2)C2=CC=C3CN(C(C3=C2)=O)C2CNCCC2)C=C1)O 3-(6-(4-(4-(((6aR,8R)-2-(3,5-difluoro-2-hydroxyphenyl)-5,6,6a,7,8,9-hexahydropyrrolo[1',2':4,5]pyrazino[2,3-c]pyridazin-8-yl)oxy)benzyl)piperazin-1-yl)-1-oxoisoindolin-2-yl)piperidine